6-(2-(2-chlorophenyl)pyrrolidin-1-yl)-2-fluoro-N-((R,E)-4-(methylsulfonyl)but-3-en-2-yl)nicotinamide ClC1=C(C=CC=C1)C1N(CCC1)C1=NC(=C(C(=O)N[C@H](C)\C=C\S(=O)(=O)C)C=C1)F